2-(3-(2-((1,5-dimethyl-1H-pyrazol-3-yl)amino)-5-methylpyrimidin-4-yl)-1H-indol-7-yl)-4-phenylisoindolin-1-one CN1N=C(C=C1C)NC1=NC=C(C(=N1)C1=CNC2=C(C=CC=C12)N1C(C2=CC=CC(=C2C1)C1=CC=CC=C1)=O)C